3-(3-(3-acrylamido-4-methylphenyl)-4-chloro-1H-pyrrolo[2,3-b]pyridin-2-yl)-N-(3-(4-ethylpiperazin-1-yl)propyl)benzamide C(C=C)(=O)NC=1C=C(C=CC1C)C1=C(NC2=NC=CC(=C21)Cl)C=2C=C(C(=O)NCCCN1CCN(CC1)CC)C=CC2